sodium 4-[(1-oxophenalen-2-yl)methylamino]butane-1-sulfonate O=C1C(=CC2=CC=CC3=CC=CC1=C23)CNCCCCS(=O)(=O)[O-].[Na+]